methyl 6-(acetylamino)-3-bromo-2-fluoro-5-iodobenzoate C(C)(=O)NC1=C(C=C(C(=C1C(=O)OC)F)Br)I